FC(F)F.FC(F)F.FC(F)F.[Li] lithium tris(trifluoromethane)